4-(benzo[d][1,3]dioxol-5-ylmethyl)-6-(3,4,5-trimethoxyphenyl)pyrimidine-2,4-diamine O1COC2=C1C=CC(=C2)CC2(NC(=NC(=C2)C2=CC(=C(C(=C2)OC)OC)OC)N)N